FC1(C2(CCN(CC12)C(=O)OC(C)(C)C)C1=CC=C(C=C1)[N+](=O)[O-])F tert-butyl 7,7-difluoro-6-(4-nitrophenyl)-3-azabicyclo[4.1.0]heptane-3-carboxylate